ClC1=CC(=CC=2N=C(OC21)C2=C(C(=CC=C2)B2OC(C(O2)(C)C)(C)C)C)CO (7-chloro-2-(2-methyl-3-(4,4,5,5-tetramethyl-1,3,2-dioxaborolan-2-yl)phenyl)benzo[d]oxazol-5-yl)methanol